N[C@@H]1C2=CC(=CC=C2CC12CCN(CC2)C2=NC(=C(C(=N2)C(=O)N)C2=C(C(=CC=C2)Cl)Cl)C)OC 2-((S)-1-amino-6-methoxy-1,3-dihydrospiro[indene-2,4'-piperidine]-1'-yl)-5-(2,3-dichlorophenyl)-6-methylpyrimidine-4-carboxamide